(10-(4-cyanophenyl)anthracen-9-yl)boronic acid C(#N)C1=CC=C(C=C1)C1=C2C=CC=CC2=C(C2=CC=CC=C12)B(O)O